1-Methyl-N-{2-methyl-5-[(4-methylbenzoyl)amino]phenyl}-1H-imidazole-5-carboxamide CN1C=NC=C1C(=O)NC1=C(C=CC(=C1)NC(C1=CC=C(C=C1)C)=O)C